3-Methyl-2-buten-1-yl (R)-5-(1,2-dithiolan-3-yl)pentanoate S1S[C@@H](CC1)CCCCC(=O)OCC=C(C)C